C(C)(C)(C)OC(=O)N1CC(CC1)CC(C(C)=O)C(C)=O 3-(2-acetyl-3-oxobutyl)pyrrolidine-1-carboxylic acid (R)-tert-butyl ester